CC1(C(C2C(C=C(CC2CC1)C)C)O)C 1,2,3,4,4a,5,8,8a-octahydro-2,2,6,8-tetramethyl-1-naphthol